N-(4-(3-aminoazetidin-1-yl)pyridin-2-yl)-7-(6-morpholino-9H-purin-8-yl)-7-azaspiro[3.5]nonan-2-amine NC1CN(C1)C1=CC(=NC=C1)NC1CC2(C1)CCN(CC2)C=2NC1=NC=NC(=C1N2)N2CCOCC2